Cl.Cl.C1(=CC=CC=C1)[C@H]1[C@@H](CNC1)C(=O)NC1=CC(=CC=C1)NC=1C=NC=CC1 |r| (±)-trans-4-phenyl-N-[3-(pyrid-3-ylamino)phenyl]pyrrolidine-3-carboxamide dihydrochloride